C(CCCCC)C=1C=C(C=C(C1)CCCCCC)[Mg]Br 3,5-Dihexylphenylmagnesium bromide